FC(C1=NN=C(O1)C=1C=CC(=NC1)CN1C(OC2=C1C=C(C(=C2)C=2C=NN(C2)C2CCN(CC2)C(=O)[O-])F)=O)F 4-(4-(3-((5-(5-(difluoromethyl)-1,3,4-oxadiazole-2-yl)pyridine-2-yl)methyl)-5-fluoro-2-oxo-2,3-dihydrobenzo[d]oxazole-6-yl)-1H-pyrazole-1-yl)piperidine-1-carboxylate